FC=1C=C(\C=C\2/NC3=CC=CC=C3C2=O)C=CC1 (Z)-2-(3-fluorobenzylidene)indolin-3-one